tert-butyl 2-((4-((2-amino-4-methyl-6-(2,4,6-triisopropylphenylsulfonyloxy)pyrimidin-5-yl)methyl)-3-methoxybenzyl) (2,2,2-trifluoroethyl)amino)acetate NC1=NC(=C(C(=N1)C)CC1=C(C=C(CN(CC(=O)OC(C)(C)C)CC(F)(F)F)C=C1)OC)OS(=O)(=O)C1=C(C=C(C=C1C(C)C)C(C)C)C(C)C